(R)-N-(1-(2-methyl-3-(trifluoromethyl)phenyl)ethyl)-6-oxo-4-(piperidin-4-ylamino)-1-(tetrahydro-2H-pyran-4-yl)-1,6-dihydropyridine-3-carboxamide CC1=C(C=CC=C1C(F)(F)F)[C@@H](C)NC(=O)C1=CN(C(C=C1NC1CCNCC1)=O)C1CCOCC1